CC1=CC=C(C=C1)S(=O)(=O)O.C(C1=CC=CC=C1)OC(=O)[C@H]1NC[C@@H](C1)O (2S,4R)-4-hydroxypyrrolidine-2-carboxylic acid benzyl ester 4-methylbenzenesulfonate